[18F][C@@H](C=O)[C@@H](O)[C@H](O)[C@H](O)CO 2-[18F]-fluorodeoxyglucose